BrC=1C(N(N=CC1Br)C=1C=C(C=CC1)C)=O 4,5-dibromo-2-(m-tolyl)-pyridazin-3(2H)-one